5-[[2-[2-(6-Acetamido-3-pyridyl)-5-methyl-1-piperidyl]-2-oxo-acetyl]amino]-2-methoxy-pyridine-3-carboxamide C(C)(=O)NC1=CC=C(C=N1)C1N(CC(CC1)C)C(C(=O)NC=1C=C(C(=NC1)OC)C(=O)N)=O